(2,4-dichloro-6-hydroxyphenyl)boric acid ClC1=C(C(=CC(=C1)Cl)O)OB(O)O